ClC1=CC=C(C=C1)C1=C(N=C(N1)C1=CC=C(N[C@H](CC)C2=CC=CC=C2)C=C1)C (R)-4-(5-(4-chlorophenyl)-4-methyl-1H-imidazol-2-yl)-N-(1-phenylpropyl)aniline